1-[6,7-dichloro-10-(1H-pyrazol-4-yl)-3,4-dihydro-1H-pyrazino[1,2-a]indol-2-yl]-2-(1,2,4-triazol-1-yl)ethanone ClC1=C(C=CC=2C(=C3N(C12)CCN(C3)C(CN3N=CN=C3)=O)C=3C=NNC3)Cl